[N+](=O)([O-])C1=CC=C(C=C1)C1N(CCC(C1)O[Si](C)(C)C(C)(C)C)C(=O)O 4-Nitrophenyl-4-((tert-butyldimethylsilyl)oxy)piperidine-1-carboxylic acid